O=C(CCCCCNC(C)=O)N1C[C@@H]([C@H](C1)S)NS(=O)(=O)C1=CC=C(C=C1)OC1=CC=CC=C1 N-[6-oxo-6-[(3S,4S)-3-[(4-phenoxyphenyl)sulfonylamino]-4-sulfanylpyrrolidin-1-yl]hexyl]acetamide